methyl-tributyl-tin C[Sn](CCCC)(CCCC)CCCC